2-fluoro-9H-carbazol FC1=CC=2NC3=CC=CC=C3C2C=C1